Butyl (R)-(3-((tert-butyldimethylsilyl)oxy)butyl)(4,4-difluorocyclohexyl)carbamate [Si](C)(C)(C(C)(C)C)O[C@@H](CCN(C(OCCCC)=O)C1CCC(CC1)(F)F)C